2-phenethyl-6-(2-(2,2,2-trifluoroethoxy)pyrimidin-5-yl)pyridazin-3(2H)-one C(CC1=CC=CC=C1)N1N=C(C=CC1=O)C=1C=NC(=NC1)OCC(F)(F)F